C12N(CC(NC1)CC2)C=2C1=C(N=C(N2)OC[C@H]2N(CCC2)C)CN(CC1)C1=CC(=CC2=CC=CC=C12)O 4-(4-(2,5-diazabicyclo[2.2.2]octan-2-yl)-2-(((S)-1-methylpyrrolidin-2-yl)methoxy)-5,8-dihydropyrido[3,4-d]pyrimidin-7(6H)-yl)naphthalen-2-ol